1-(2-((1R,3S,5R)-3-((6-bromo-3-methylpyridin-2-yl)carbamoyl)-5-methyl-2-azabicyclo[3.1.0]hexan-2-yl)-2-oxoethyl)-5-(2-methylpyrimidin-5-yl)-N-propyl-1H-indazole-3-carboxamide BrC1=CC=C(C(=N1)NC(=O)[C@H]1N([C@@H]2C[C@@]2(C1)C)C(CN1N=C(C2=CC(=CC=C12)C=1C=NC(=NC1)C)C(=O)NCCC)=O)C